O1C=COC2=C1C=CC(=C2)S(=O)(=O)Cl 1,4-benzodioxine-6-sulfonyl chloride